N-(6-(5-chloro-6-fluoro-7-(methylamino)-1H-indazol-4-yl)imidazo[1,2-a]pyrazin-2-yl)-2-fluorocyclopropane-1-carboxamide ClC=1C(=C2C=NNC2=C(C1F)NC)C=1N=CC=2N(C1)C=C(N2)NC(=O)C2C(C2)F